C1(CC1)C=1C=C(C=C(C1)N1N=C(C=C1C)C)[C@H](CC(=O)OC)CN1CC2(C1)CN(CC2(F)F)CC2=NC=1NCCCC1C=C2 methyl (S)-3-(3-cyclopropyl-5-(3,5-dimethyl-1H-pyrazol-1-yl)phenyl)-4-(8,8-difluoro-6-((5,6,7,8-tetrahydro-1,8-naphthyridin-2-yl)methyl)-2,6-diazaspiro[3.4]octan-2-yl)butanoate